CNC(=O)C1=CC=CC=2NC=NC21 N-methyl-1H-benzo[d]imidazole-4-carboxamide